C(C)[C@H]1[C@H](NC([C@H]1F)=O)COC1=NC=CC2=CC(=C3N=CC=CC3=C12)C(=O)N 1-(((2s,3s,4s)-3-ethyl-4-fluoro-5-oxopyrrolidin-2-yl)methoxy)-2,7-phenanthroline-6-carboxamide